tin-antimony tin [Sn].[Sb].[Sn]